{3-[(1,3-benzothiazol-2-yl)amino]-5H,6H,7H,8H-pyrido[2,3-c]Pyridazin-8-yl}-1,3-thiazole-4-carboxylic acid ethyl ester C(C)OC(=O)C=1N=C(SC1)N1CCCC2=C1N=NC(=C2)NC=2SC1=C(N2)C=CC=C1